(S)-5-phenylmorpholin-2-one hydrochloride Cl.C1(=CC=CC=C1)[C@H]1COC(CN1)=O